3-cyclopentyloxy-4-methoxystyrene C1(CCCC1)OC=1C=C(C=C)C=CC1OC